C(C(=C)C)(=O)C(C(=O)[O-])(CC(=O)[O-])OCC Methacryloylethoxysuccinat